N[C@@H](C(=O)NCC1=C(C=CC=C1)F)C (R)-2-amino-N-(2-fluorobenzyl)propionamide